monoethyl-diethylene glycol C(C)C(COCCO)O